C(C)(C)(C)OC(=O)N1CCN(CC1)C1=C(C=CC=C1)N 4-(2-Aminophenyl)piperazine-1-carboxylic acid tert-butyl ester